(R)-3-(3-(2-(1-(phenylsulfonyl)-1H-pyrrolo[2,3-b]pyridin-3-yl)thiazol-4-yl)phenyl)-2,3-dihydrofuro[3,2-b]pyridin-3-ol C1(=CC=CC=C1)S(=O)(=O)N1C=C(C=2C1=NC=CC2)C=2SC=C(N2)C=2C=C(C=CC2)[C@@]2(COC=1C2=NC=CC1)O